BrC1=C(C=C(C=C1)C=1C=C(C=2N(C1)C=C(N2)C)F)OCOC 6-(4-bromo-3-(methoxymethoxy)phenyl)-8-fluoro-2-methylimidazo[1,2-a]pyridine